2-((5-chloro-2-fluorophenyl)amino)nicotinamide ClC=1C=CC(=C(C1)NC1=C(C(=O)N)C=CC=N1)F